N1N=CC(=C1)C=1SC=C(N1)C(=O)NC=1C(=NN(C1)C1COCC1)C1=NC=CC=C1 2-(1H-pyrazol-4-yl)-N-(3-(pyridin-2-yl)-1-(tetrahydrofuran-3-yl)-1H-pyrazol-4-yl)thiazole-4-carboxamide